C(C1=CC=CC=C1)N1CC2(CC2(C1)C)C(=O)OCC ethyl 3-benzyl-5-methyl-3-azabicyclo[3.1.0]hexane-1-carboxylate